4-[[5-(2-furyl)tetrazol-1-yl]methyl]benzohydroxamic acid O1C(=CC=C1)C1=NN=NN1CC1=CC=C(C(=O)NO)C=C1